(5S)-N-[(3S)-6-fluoro-8-methyl-4-oxo-3,5-dihydro-2H-1,5-benzoxazepin-3-yl]-5-(trifluoromethyl)-5,6,7,8-tetrahydro-[1,2,4]triazolo[1,5-a]pyridine-2-carboxamide FC1=CC(=CC2=C1NC([C@H](CO2)NC(=O)C2=NN1C(CCC[C@H]1C(F)(F)F)=N2)=O)C